NC[C@@H](C(=O)OC(C)(C)C)N=C=O tert-butyl (s)-3-amino-2-carbonylaminopropionate